C(C)OC(C(C(C(=O)OCC)C(C)C)(C(C)C)C#N)=O 2-cyano-2,3-diisopropylbutanedioic acid diethyl ester